4-(((6-((6-cyclopropylimidazo[1,2-a]pyridin-2-yl)methoxy)pyrimidin-4-yl)amino)methyl)-N-hydroxy-3,5-dimethylbenzimidamide C1(CC1)C=1C=CC=2N(C1)C=C(N2)COC2=CC(=NC=N2)NCC2=C(C=C(C(NO)=N)C=C2C)C